CN1C=NC(=C1)CNC(C1=CC(=CC=C1)CNC1=NC=C(C2=C1CCO2)C2=CC=NC=C2)=O N-((1-methyl-1H-imidazol-4-yl)methyl)-3-(((7-(pyridin-4-yl)-2,3-dihydrofuro[3,2-c]pyridin-4-yl)amino)methyl)benzamide